2-hydroxy-1-(4-bromophenyl)-2-methylpropane-1-one OC(C(=O)C1=CC=C(C=C1)Br)(C)C